(5-bromopyridin-2-yl)methanamine dihydrochloride Cl.Cl.BrC=1C=CC(=NC1)CN